COC(OC)C1=CC=CC=2C(C3=CC=CC=C3C(C12)=O)=O dimethoxymethyl-anthraquinone